3-[(8'-fluoro-2'-oxo-2',3'-dihydro-1'H-spiro[cyclohexane-1,4'-quinazolin]-5'-yl)oxymethyl]cyclobutanecarboxylic acid FC=1C=CC(=C2C3(NC(NC12)=O)CCCCC3)OCC3CC(C3)C(=O)O